C1(CC1)C1=NN(C(=C1C(F)(F)F)C(=O)NC1=CC(=NC=C1)S(=O)(=N)C)CC12CCC(C1)(C2)F 3-cyclopropyl-1-((4-fluorobicyclo[2.1.1]hexan-1-yl)methyl)-N-(2-(S-methylsulfonimidoyl)pyridin-4-yl)-4-(trifluoromethyl)-1H-pyrazole-5-carboxamide